COC1=C(C=CC(=C1)C(F)(F)F)C1=C2C(=C(N=N1)NC1CC3CCC(C1)N3C)C=NC=C2 1-[2-methoxy-4-(trifluoromethyl)phenyl]-N-(8-methyl-8-azabicyclo[3.2.1]octan-3-yl)pyrido[3,4-d]pyridazin-4-amine